4,5-dimethoxy-2-(pyridin-3-yl)benzamide COC1=CC(=C(C(=O)N)C=C1OC)C=1C=NC=CC1